FC1CCN(CC1)C(=O)[O-] 4-fluoropiperidin-1-carboxylate